C(C)OC1=C(C=C(C=N1)C1=CC(=C2C(=N1)N=C(N2)C=2N=CC(=NC2)N2CCN(CC2)CCC(=O)O)N(C)CC2(CCC2)COC)C(F)(F)F 3-[4-(5-{5-[6-ethoxy-5-(trifluoromethyl)pyridin-3-yl]-7-[{[1-(methoxymethyl)cyclobutyl]methyl}(methyl)amino]-1H-imidazo[4,5-b]pyridin-2-yl}pyrazin-2-yl)piperazin-1-yl]propanoic acid